Indeno[1,2-D]-1,3-dioxazine-diamine O1NOC(=C2C1=C1C=CC=CC1=C2N)N